9-octyl-N-phenyl-9H-carbazole-2-amine C(CCCCCCC)N1C2=CC=CC=C2C=2C=CC(=CC12)NC1=CC=CC=C1